3-(3-(3-(3-hydroxy-2,2-dimethylpropyl)-2-iodo-1H-indol-5-yl)phenyl)propanoic acid OCC(CC1=C(NC2=CC=C(C=C12)C=1C=C(C=CC1)CCC(=O)O)I)(C)C